BrC=1C=C(C=CC1OC)/C(=C/C(=O)OC)/C#N methyl (Z)-3-(3-bromo-4-methoxyphenyl)-3-cyanoacrylate